Tri(diethylamino)niobium (III) C(C)N(CC)[Nb](N(CC)CC)N(CC)CC